C(OCC1=CC(=C(C=C1)OCC=1OC(=CC1)[N+](=O)[O-])NC(CNC(CCCCCN1C(C=CC1=O)=O)=O)=O)([O-])=O 3-{2-[6-(2,5-dioxo-2,5-dihydro-pyrrol-1-yl)-hexanoylamino]-acetylamino}-4-(5-nitro-furan-2-yl-methoxy)-benzyl carbonate